4-(7-(2,2-difluoroethoxy)imidazo[1,2-a]pyridin-3-yl)-N-((3S,4S)-4-fluoropyrrolidin-3-yl)pyrimidin-2-amine FC(COC1=CC=2N(C=C1)C(=CN2)C2=NC(=NC=C2)N[C@H]2CNC[C@@H]2F)F